1,10-dibromodecanediamine BrC(CCCCCCCCCBr)(N)N